6-Chloro-N-[(3S)-9-fluoro-2-oxo-5-phenyl-1,3-dihydro-1,4-benzodiazepin-3-yl]-2-methylimidazo[1,2-b]pyridazine-3-carboxamide ClC=1C=CC=2N(N1)C(=C(N2)C)C(=O)N[C@@H]2C(NC1=C(C(=N2)C2=CC=CC=C2)C=CC=C1F)=O